C(C)(C)C1=C(C(=CC(=C1)C(C)C)C(C)C)C1=NC(=CC=C1)C 2-(2,4,6-triisopropylphenyl)-6-methylpyridine